(6-(7-(difluoromethyl)-6-(1-methyl-1H-pyrazol-4-yl)-3,4-dihydroquinolin-1(2H)-yl)-4-methoxypyridin-2-yl)carbamic acid tert-butyl ester C(C)(C)(C)OC(NC1=NC(=CC(=C1)OC)N1CCCC2=CC(=C(C=C12)C(F)F)C=1C=NN(C1)C)=O